tetrakis(tridecyl)-4,4'-n-butylidenebis(2-t-butyl-5-methylphenol) diphosphite OP(O)OP(O)O.C(CCCCCCCCCCCC)C(CCC(CCCCCCCCCCCCC)(CCCCCCCCCCCCC)CCCCCCCCCCCCC)(C1=CC(=C(C=C1C)O)C(C)(C)C)C1=CC(=C(C=C1C)O)C(C)(C)C